(R)-3-methyl-2-(1-oxoisoindolin-2-yl)butyric acid CC([C@H](C(=O)O)N1C(C2=CC=CC=C2C1)=O)C